2-[4-[(E)-3-(4-Hydroxyphenyl)-3-oxoprop-1-enyl]-2-methoxyphenoxy]-N-(2-methoxyphenyl)acetamide OC1=CC=C(C=C1)C(/C=C/C1=CC(=C(OCC(=O)NC2=C(C=CC=C2)OC)C=C1)OC)=O